BrC1=CC(=NC=C1)NC(CCN1CCN(C2(CC2)C1)C)=O N-(4-bromopyridin-2-yl)-3-{4-methyl-4,7-diazaspiro[2.5]octan-7-yl}propionamide